7-(trifluoromethyl)isochroman-4-amine FC(C1=CC=C2C(COCC2=C1)N)(F)F